CC1=CC=2N(C(=C1)NC(C1=CC=C(C=C1)C(F)(F)F)=O)N=CN2 N-(7-methyl[1,2,4]triazolo[1,5-a]pyridin-5-yl)-4-(trifluoromethyl)benzamide